[Si](C1=CC=CC=C1)(C1=CC=CC=C1)(C(C)(C)C)OC1=C(C(=CC=C1)F)C=1C(=CC2=C(N(C(NC2=O)=O)C=2C(=NC=CC2C)C(C)C)N1)F 7-(2-((tert-butyldiphenylsilyl)oxy)-6-fluorophenyl)-6-fluoro-1-(2-isopropyl-4-methylpyridin-3-yl)pyrido[2,3-d]pyrimidine-2,4(1H,3H)-dione